COC1(CCCC1)OC=1C=C(C=C(C1C1CCCC(=C1)C)O)CCCCC 6-((1-methoxycyclopentyl)oxy)-5'-methyl-4-pentyl-1',2',3',4'-tetrahydro-[1,1'-biphenyl]-2-ol